5-[(4R,9aR)-8-(2-chloro-6-methyl-pyrimidin-4-yl)-4-methyl-3,4,6,7,9,9a-hexahydro-1H-pyrazino[1,2-a]pyrazin-2-yl]quinoline-8-carbonitrile ClC1=NC(=CC(=N1)N1C[C@@H]2N([C@@H](CN(C2)C2=C3C=CC=NC3=C(C=C2)C#N)C)CC1)C